N-((1H-imidazol-4-yl)methyl)-5-fluoro-2-(3-methoxy-1H-pyrazol-4-yl)aniline N1C=NC(=C1)CNC1=C(C=CC(=C1)F)C=1C(=NNC1)OC